ClC=1C=CC(=C(/C=N/O)C1)CN1C(NC(C2=C1C=CN2)=O)=S (E)-5-chloro-2-((4-oxo-2-thioxo-2,3,4,5-tetrahydro-1H-pyrrolo[3,2-d]pyrimidin-1-yl)methyl)benzaldehyde oxime